ClC=1C=C(C=C(C1)F)N1C=C(C=2C(C(CCC12)(F)F)O)C#N 1-(3-chloro-5-fluorophenyl)-5,5-difluoro-4-hydroxy-4,5,6,7-tetrahydro-1H-indole-3-carbonitrile